4,4'-(3-(4-hydroxy-3-methylbenzylidene)penta-1,4-diyne-1,5-diyl)bis(4-hydroxy-2-methylcyclohex-2,5-dien-1-one) OC1=C(C=C(C=C(C#CC2(C=C(C(C=C2)=O)C)O)C#CC2(C=C(C(C=C2)=O)C)O)C=C1)C